CN1C(CCCC1)COC=1C=C(C=CC1)B(O)O (3-[(1-METHYLPIPERIDIN-2-YL)METHOXY]PHENYL)BORONIC ACID